O[C@H]1C[C@H]2[C@@H]3CCC([C@@]3(C)CC[C@@H]2[C@]2(CC[C@@H](CC12)CC(=O)OCC)C)=O Ethyl (6alpha-hydroxy-17-ketoandrostane-3beta-yl)acetate